N-[2-(6-methoxy-4-quinolinyl)ethyl]acetamide COC=1C=C2C(=CC=NC2=CC1)CCNC(C)=O